2-[4-[(3S)-3-(5-cyano-3-pyridinyl)isoxazolidine-2-carbonyl]-1-piperidinyl]pyridine-4-carboxamide C(#N)C=1C=C(C=NC1)[C@H]1N(OCC1)C(=O)C1CCN(CC1)C1=NC=CC(=C1)C(=O)N